FC(C=1C=C(C=CC1)N=C=O)(F)F 3-trifluoromethylphenylisocyanate